OC(=O)O hydroxymonocarboxylic acid